3-(1H-Benzo[d]imidazol-5-yl)-4-(2,6-difluoro-4-methoxyphenyl)oxazolidin-2-on N1C=NC2=C1C=CC(=C2)N2C(OCC2C2=C(C=C(C=C2F)OC)F)=O